ethyl ((1s,4s)-4-((7-morpholinoquinazolin-5-yl)oxy)cyclohexyl)carbamate O1CCN(CC1)C1=CC(=C2C=NC=NC2=C1)OC1CCC(CC1)NC(OCC)=O